ethyl 1-(6-bromopyridin-2-yl)-1,4,7,10-tetraoxadodecane-12-oate BrC1=CC=CC(=N1)OCCOCCOCCOCC(=O)OCC